5-(4-Cyano-2-methoxyphenyl)-6,7-dihydro-5H-pyrrolo[1,2-c]imidazole-5-carboxylic acid 2-isopropoxyethyl ester C(C)(C)OCCOC(=O)C1(CCC=2N1C=NC2)C2=C(C=C(C=C2)C#N)OC